(3r,4r)-1-(5,6-difluoro-1-(4-fluoro-2-(trifluoromethyl)benzyl)-1H-benzoimidazol-2-yl)-4-fluoro-3-piperidinamine FC1=CC2=C(N(C(=N2)N2C[C@H]([C@@H](CC2)F)N)CC2=C(C=C(C=C2)F)C(F)(F)F)C=C1F